O1COC2=C1C=CC(=C2)C=2C(C=1C(=CN=C(C1)N[C@@H](C)C1=CC(=NC=C1)OC)OC2)=O (S)-3-(benzo[d][1,3]dioxolan-5-yl)-6-((1-(2-methoxypyridin-4-yl)ethyl)amino)-4H-pyrano[2,3-c]pyridin-4-one